2-[(trimethylsilyl)oxy]tetradecanoic acid C[Si](OC(C(=O)O)CCCCCCCCCCCC)(C)C